4-chlorobenzyl (4-((N-methyl-1H-pyrazole-3-carboxamido)meth-yl)phenyl)carbamate CN(C(=O)C1=NNC=C1)CC1=CC=C(C=C1)NC(OCC1=CC=C(C=C1)Cl)=O